C(#C)C1=C(C(F)(F)F)C=CC=C1 ethynyl-α,α,α-trifluorotoluene